2-((1s,4s)-4-hydroxycyclohexylamino)-4-(isopropylamino)pyrimidine-5-carboxamide OC1CCC(CC1)NC1=NC=C(C(=N1)NC(C)C)C(=O)N